CN(C)CC1=C(C=C(C=C1OC)C=1C2=C(C(N(C1)C)=O)C=C(S2)NC(=O)C2CNCCC2)OC N-(7-[4-[(dimethylamino)methyl]-3,5-dimethoxyphenyl]-5-methyl-4-oxothieno[3,2-c]pyridin-2-yl)piperidine-3-carboxamide